FS(C1=CC=C(N[C@@H]2CC[C@H](CC2)S(=O)(=O)C2=CC=C(C=C2)C=2C=C3C(=CN2)NN=C3C)C=C1)(F)(F)(F)F 4-(pentafluoro-λ6-sulfanyl)-N-[trans-4-(4-{3-methyl-1H-pyrazolo[3,4-c]pyridin-5-yl}benzenesulfonyl)cyclohexyl]aniline